(2S,5R)-N-(2-(4-ethynyl-2-fluorophenyl)propan-2-yl)-5-(hydroxymethyl)morpholine-2-carboxamide C(#C)C1=CC(=C(C=C1)C(C)(C)NC(=O)[C@@H]1CN[C@@H](CO1)CO)F